methyl 2-(4-benzyloxy-2-fluoro-phenoxy)-6-bromo-pyridine-4-carboxylate C(C1=CC=CC=C1)OC1=CC(=C(OC2=NC(=CC(=C2)C(=O)OC)Br)C=C1)F